7-Cyclopentyl-5-phenylpyrazolo[1,5-a]pyrimidine-2-carboxylic acid C1(CCCC1)C1=CC(=NC=2N1N=C(C2)C(=O)O)C2=CC=CC=C2